chloro-9,10-bis(phenylethynyl)anthracene ClC1=CC=CC2=C(C3=CC=CC=C3C(=C12)C#CC1=CC=CC=C1)C#CC1=CC=CC=C1